FC(C(COCCCF)(F)F)F 1,1,2,2-tetrafluoro-3-(3-fluoropropoxy)propane